COC1C2C3CC(CC3C1CC2)C=O 6-Methoxyhexahydro-4,7-methyleneindan-2-carbaldehyde